2,2-bis[4-(hydroxy-3-methacryloyloxypropoxy)phenyl]propane OC(CCOC1=CC=C(C=C1)C(C)(C)C1=CC=C(C=C1)OCCC(OC(C(=C)C)=O)O)OC(C(=C)C)=O